rhodium (I) chloro(1,5-cyclooctadiene) ClC1=CCCC=CCC1.[Rh+]